C(C)(C)(C)OOC(C)(C)C1=C(C=CC=C1)C(C)(C)OOC(C)(C)C Di(tertbutylperoxyisopropyl)benzene